O1C(CC(=[Se])C2=CC=CC=C12)C1=CC=CC=C1 seleno-flavanone